ClC1=NC=C(C(=C1)CCC(=O)OC)C1=CC2=C(N=CN=C2Cl)N1COCC[Si](C)(C)C methyl 3-[2-chloro-5-(4-chloro-7-{[2-(trimethylsilyl)ethoxy]methyl}-7H-pyrrolo[2,3-d]pyrimidin-6-yl)pyridin-4-yl]propanoate